C(C#C)(=O)OC1=C(C(=C(C(=C1F)F)F)F)F pentafluorophenol propiolate